[Cl-].[Cl-].[Hf+2].C1C(=CC2=CC=CC=C12)C1=C(C=CC=C1)C1=C(C=CC=C1)C=1CC2=CC=CC=C2C1 [2,2'-bis(2-indenyl)biphenyl] hafnium dichloride